FB(OC1=C(COC=2C=CC3=C(C12)C=CC=C3)C(C)=O)F 1-(1-(difluoroboryl)-oxy-3H-benzo(f)chromen-2-yl)-ethanone